3-[6,7-dichloro-5-(2-fluorophenyl)-2-imino-3H-1,4-benzodiazepine-1-Yl]-2-oxo-propionic acid ethyl ester C(C)OC(C(CN1C(CN=C(C2=C1C=CC(=C2Cl)Cl)C2=C(C=CC=C2)F)=N)=O)=O